N[C@H]1[C@H](CCCC1)N(C=1C=C2C(N(C(C2=CC1)=O)C1C(NC(CC1)=O)=O)=O)C 5-(((1S,2R)-2-aminocyclohexyl)(methyl)amino)-2-(2,6-dioxopiperidin-3-yl)isoindoline-1,3-dione